O=C(CNC=1C=NC=CC1N1CCN(CC1)C(=O)OC(C)(C)C)NC=1C=C2N=CC=NC2=CC1 tert-butyl 4-(3-((2-oxo-2-(quinoxalin-6-ylamino)ethyl)amino)pyridin-4-yl)piperazine-1-carboxylate